1-((1-(4-(trifluoromethyl)phenyl)-1,2,3,4-tetrahydro-1,5-naphthyridin-3-yl)methyl)pyrrolidin-2-one FC(C1=CC=C(C=C1)N1CC(CC2=NC=CC=C12)CN1C(CCC1)=O)(F)F